4-methyl-2-(oxetan-3-yl)-5-(tributylstannyl)thiazole CC=1N=C(SC1[Sn](CCCC)(CCCC)CCCC)C1COC1